1,4-dimercapto-2-ethoxy-3-methoxy-butane SCC(C(CS)OC)OCC